8-phenyl-1,3-diaza-spiro[4.5]Decan-2-one C1(=CC=CC=C1)C1CCC2(CNC(N2)=O)CC1